P(=O)(OCC)(OCC)OCCOCCOP(=O)(OCC)OCC Tetraethyl 3-oxapentane-1,5-diyl bisphosphate